[Si](C1=CC=CC=C1)(C1=CC=CC=C1)(C(C)(C)C)OCC1N(CC2=NC(=CC=C21)C=O)C(=O)OC(C)(C)C tert-butyl 5-(((tert-butyldiphenylsilyl) oxy) methyl)-2-formyl-5,7-dihydro-6H-pyrrolo[3,4-B]pyridine-6-carboxylate